diisopropyl (isocyanomethyl)phosphonate [N+](#[C-])CP(OC(C)C)(OC(C)C)=O